3-{4-[(5-chloro-2-methyl-phenyl)sulfamoyl]phenyl}-1-(pyridin-3-ylmethyl)urea ClC=1C=CC(=C(C1)NS(=O)(=O)C1=CC=C(C=C1)NC(NCC=1C=NC=CC1)=O)C